(7S,8R)-7-((R)-5H-imidazo[5,1-a]isoindol-5-yl)-5,6,7,8-tetrahydroimidazo[1,5-a]pyridin-8-ol C=1N=CN2C1C1=CC=CC=C1[C@H]2[C@H]2[C@H](C=1N(CC2)C=NC1)O